CC1=CC=2C(=NC=C(C2)C2=CC(CC2)=O)N1S(=O)(=O)C1=CC=C(C=C1)C 3-[2-methyl-1-(p-tolylsulfonyl)pyrrolo[2,3-b]pyridin-5-yl]cyclopent-2-en-1-one